2-(4-fluoro-2-methoxyphenoxy)-N-(3-sulfamoylphenyl)benzamide styrenemaleic acid salt C(=CC1=CC=CC=C1)/C(=C/C(=O)O)/C(=O)O.FC1=CC(=C(OC2=C(C(=O)NC3=CC(=CC=C3)S(N)(=O)=O)C=CC=C2)C=C1)OC